2-[5-(1,3-dioxolan-2-yl)-2-nitrophenoxy]acetamide O1C(OCC1)C=1C=CC(=C(OCC(=O)N)C1)[N+](=O)[O-]